6-bromo-2,3-difluoro-benzoic acid tert-butyl ester C(C)(C)(C)OC(C1=C(C(=CC=C1Br)F)F)=O